4-(4-Hydroxy-2,6-dimethyl-3-quinolinyl)-2-butanone OC1=C(C(=NC2=CC=C(C=C12)C)C)CCC(C)=O